C1(CC=C(C=C1)C1=CC=CC=C1)=O 4,4'-biphenyl-One